ClC1=NC=C(C=N1)OCC(F)(F)F 2-chloro-5-(2,2,2-trifluoroethoxyl)pyrimidine